C(C)(C)NCCCCCCCCN N-isopropyloctane-1,8-diamine